trifluoromethyl (benzyl) sulfide C(C1=CC=CC=C1)SC(F)(F)F